FC1(CCC(CC1)C1=NC=CC(=C1NC(C1=CN=C(C(=C1)F)OCC)=O)C1=C(C=CC(=C1)F)F)F N-(2-(4,4-difluorocyclohexyl)-4-(2,5-difluorophenyl)pyridin-3-yl)-6-ethoxy-5-fluoronicotinamide